(6AS)-6-METHYL-5,6,6A,7-TETRAHYDRO-4H-DIBENZO[DE,G]CHINOLIN-10,11-DIOL CN1CCC=2C3=C(C4=C(C[C@H]13)C=CC(=C4O)O)C=CC2